IC=1C=C(C(=O)NC2=CC=C(C=C2)S(=O)(=O)N2C(CSCC2)C(=O)NC)C=CC1OC 4-((4-(3-Iodo-4-methoxybenzamido)phenyl)sulfonyl)-N-methylthiomorpholine-3-carboxamide